sulfonylamino-carbonyltriazolinone S(=O)(=O)=NC(=O)N1N=NCC1=O